BrC1=NC(=CC(=C1O)C#C[Si](C)(C)C)Br 2,6-dibromo-4-((trimethylsilyl)ethynyl)pyridin-3-ol